(2S)-4-((3-methyloxetan-3-yl)amino)-2-phenylpiperidine-1-carboxylic acid tert-butyl ester C(C)(C)(C)OC(=O)N1[C@@H](CC(CC1)NC1(COC1)C)C1=CC=CC=C1